ClC1=C(C=CC2=C1C(=NC(C=1N2N=C(N1)N)C)C1=NC=CC=C1F)C(F)(F)F 7-chloro-6-(3-fluoro-2-pyridyl)-4-methyl-8-(trifluoromethyl)-4H-[1,2,4]triazolo[1,5-a][1,4]benzodiazepin-2-amine